O=C1NC(CCC1N1C(C2=CC=C(C=C2C1=O)CN1CCCCC1)=O)=O 1-((2-(2,6-dioxopiperidin-3-yl)-1,3-dioxoisoindolin-5-yl)methyl)piperidine